(epsilone)-docosane CCCCCCCCCCCCCCCCCCCCCC